methyl (S)-3-(5-(1,4-dimethyl-1H-1,2,3-triazol-5-yl)-1-(1-(pyridin-2-yl)ethyl)-1H-pyrrolo[2,3-b]pyridin-3-yl)benzoate CN1N=NC(=C1C=1C=C2C(=NC1)N(C=C2C=2C=C(C(=O)OC)C=CC2)[C@@H](C)C2=NC=CC=C2)C